4-2-pyridylazo-N,N-dimethylaniline N1=C(C=CC=C1)N=NC1=CC=C(N(C)C)C=C1